Methyl 2-(4-[4-(benzyloxy) anilino]carbonyl-1,5-dimethyl-1H-pyrrol-2-yl)-4-cyanobenzoate C(C1=CC=CC=C1)OC1=CC=C(NC(=O)C=2C=C(N(C2C)C)C2=C(C(=O)OC)C=CC(=C2)C#N)C=C1